ClC1=NC=C(C(=C1)C1=C(C=NC(=C1)OC1CC1)C(=O)O)OC 2'-chloro-6-cyclopropoxy-5'-methoxy-(4,4'-bipyridine)-3-carboxylic Acid